2-(2,4,6-trimethylphenyl)-9-(dimethylamino)imidazo[1,5-a]quinolin-3-ylidenegold(I) chloride CC1=C(C(=CC(=C1)C)C)N1CN2C(C=CC3=CC=CC(=C23)N(C)C)C1=[Au-2]Cl